N-(4-((4-fluorobenzyl)(prop-2-yn-1-yl)amino)-2-methylphenyl)-3-phenylpropionamide hydrochloride Cl.FC1=CC=C(CN(C2=CC(=C(C=C2)NC(CCC2=CC=CC=C2)=O)C)CC#C)C=C1